2-dimethylamino-1-ethyl-3-methyl-1,4-dihydropyrimidinium CN(C1[NH+](C=CCN1C)CC)C